methyl 4-fluoro-2-(2,2,2-trifluoroethoxy)benzoate FC1=CC(=C(C(=O)OC)C=C1)OCC(F)(F)F